N-(5-(4-(Dimethylamino)piperidin-1-yl)pyridin-2-yl)-1-isopropyl-1H-[1,2,3]triazolo[4,5-h]quinazolin-8-amine hydrochloride Cl.CN(C1CCN(CC1)C=1C=CC(=NC1)NC1=NC=2C3=C(C=CC2C=N1)N=NN3C(C)C)C